2-[6-amino-1-(methylamino)-2,7-naphthyridin-4-yl]-1,3-benzoxazole-5-carboxylic acid NC=1C=C2C(=CN=C(C2=CN1)NC)C=1OC2=C(N1)C=C(C=C2)C(=O)O